N-((1S)-1-(5-((4-ethyl-2,3-dihydro-1H-inden-2-yl)amino)pyridin-2-yl)-2,2,2-trifluoroethyl)-N-methyltetrahydro-2H-thiopyran-4-carboxamide 1,1-dioxide C(C)C1=C2CC(CC2=CC=C1)NC=1C=CC(=NC1)[C@@H](C(F)(F)F)N(C(=O)C1CCS(CC1)(=O)=O)C